4-(2-Amino-2-methylpropanoyl)-N-(1-(6-(((cis)-4-aminocyclohexyl)amino)-5,6,7,8-tetrahydronaphthalen-2-yl)-2-oxo-1,2-dihydropyrimidin-4-yl)piperazine-1-carboxamide hydrochloride Cl.NC(C(=O)N1CCN(CC1)C(=O)NC1=NC(N(C=C1)C1=CC=2CCC(CC2C=C1)N[C@@H]1CC[C@@H](CC1)N)=O)(C)C